C(C)N1C=NC2=C1C=C(C(=C2)C)C 1-ethyl-5,6-dimethylbenzimidazole